2,4-dimethylquinolin CC1=NC2=CC=CC=C2C(=C1)C